COC1=CC=C(CN2N=NC(=C2NC2=CC=C(C=C2)OC)C(=O)OCC)C=C1 1-Ethyl 1-(4-methoxybenzyl)-5-((4-methoxyphenyl)amino)-1H-1,2,3-triazole-4-carboxylate